2-(3-chloro-5-ethyl-4-(2-fluoro-4-hydroxy-3-isopropylbenzyl)phenoxy)-N-methylacetamide ClC=1C=C(OCC(=O)NC)C=C(C1CC1=C(C(=C(C=C1)O)C(C)C)F)CC